1-linoleoyl-(linoleoyl)-2-linoleyloxy-3-dimethylaminopropane C(CCCCCCC\C=C/C\C=C/CCCCC)(=O)C(C(CN(C)C)OCCCCCCCC\C=C/C\C=C/CCCCC)C(CCCCCCC\C=C/C\C=C/CCCCC)=O